FC1=CC=2C=NN3CCNC=4N=C(N=C1C4C23)OC[C@H]2N(CCC2)C 14-fluoro-3-({[(2S)-1-methyltetrahydro-1H-pyrrol-2-yl]methyl}oxy)-2,4,6,9,10-pentazatetracyclo[7.5.2.05,15.012,16]hexadecane-1(2),3,5(15),10,12(16),13-hexaene